C[C@H]1N(CCN(C1)C=1N=CC2=C(N1)C(=NC=N2)NC2=CC(=C(C=C2)OC2=CC1=C(N(N=N1)C)C=C2)C)C(=O)OC(C)(C)C tert-butyl (R)-2-methyl-4-(8-((3-methyl-4-((1-methyl-1H-benzo[d][1,2,3]triazol-5-yl)oxy)phenyl)amino)pyrimido[5,4-d]pyrimidin-2-yl)piperazine-1-carboxylate